ClC1=CC(=NC(=C1C(=O)O)N1CCC(CC1)N(C)C)Cl 4,6-dichloro-2-(4-(dimethylamino)piperidin-1-yl)nicotinic acid